piperidin-3-carboxamid N1CC(CCC1)C(=O)N